3,3,3-trifluoro-N-(2-((3-fluoro-4-(2-methyl-1-oxo-1-(pyrrolidin-1-yl)propan-2-yl)phenyl)amino)-1-(4-(methoxymethyl)phenyl)-2-oxoethyl)propanamide FC(CC(=O)NC(C(=O)NC1=CC(=C(C=C1)C(C(N1CCCC1)=O)(C)C)F)C1=CC=C(C=C1)COC)(F)F